CNC(=O)C=1C=CC2=C(OCC3N2CCNC3)C1 N-methyl-1,2,3,4,4a,5-hexahydrobenzo[b]pyrazino[1,2-d][1,4]oxazine-8-carboxamide